7-(diethylamino)-3-(4-methylphenyl)coumarin C(C)N(C1=CC=C2C=C(C(OC2=C1)=O)C1=CC=C(C=C1)C)CC